C(C)(C)(C)OC(\C=C\C1=CC=C(C=C1)C(C(=O)OC)(C)C)=O (E)-3-(4-(1-methoxy-2-methyl-1-oxopropan-2-yl)phenyl)acrylic acid tert-butyl ester